5-(4-cyclopropyl-6-methoxypyrimidin-5-yl)-2-methyl-N-(4-(5-methyl-3-(trifluoromethyl)-1H-pyrazol-1-yl)benzyl)thiazolo[5,4-d]pyrimidin-7-amine C1(CC1)C1=NC=NC(=C1C=1N=C(C2=C(N1)SC(=N2)C)NCC2=CC=C(C=C2)N2N=C(C=C2C)C(F)(F)F)OC